FC=1C=C(C#N)C=CC1OCCOC1=NC(=CC=C1)N1C(=NC=C1)C 3-fluoro-4-(2-((6-(2-methyl-1H-imidazol-1-yl)pyridin-2-yl)oxy)ethoxy)benzonitrile